7-(6-amino-3-methylpyridin-2-yl)-8-fluoro-2-(((2R,7aS)-2-fluorotetrahydro-1H-pyrrolizin-7a(5H)-yl)methoxy)-N-methyl-N-((R)-pyrrolidin-3-yl)pyrido[4,3-d]pyrimidin-4-amine NC1=CC=C(C(=N1)C1=C(C=2N=C(N=C(C2C=N1)N([C@H]1CNCC1)C)OC[C@]12CCCN2C[C@@H](C1)F)F)C